NC1=C(N=C2N1C=CC(=C2)C(=O)OC)C2=C(C=C(C=C2F)F)C=2N=CN(C2Cl)C Methyl 3-amino-2-(2-(5-chloro-1-methyl-1H-imidazol-4-yl)-4,6-difluorophenyl)imidazo[1,2-a]pyridine-7-carboxylate